C(C1=CC=CC=C1)OC(=O)N(C)C[C@H]1N(CCCC1)C(=O)OC(C)(C)C tert-butyl (2S)-2-((benzyloxycarbonyl(methyl)amino)methyl)piperidine-1-carboxylate